4-(6-((1S,6R,7R)-7-(aminomethyl)-7-(2-fluorophenyl)-3-azabicyclo[4.1.0]heptan-3-yl)-1H-pyrazolo[3,4-b]pyrazin-3-yl)-3-chlorobenzoic acid NC[C@@]1([C@@H]2CCN(C[C@H]12)C1=CN=C2C(=N1)NN=C2C2=C(C=C(C(=O)O)C=C2)Cl)C2=C(C=CC=C2)F